CC(=CC=1C=C(C(=NC1)C#N)N1CCNCC1)C 5-(2-methylprop-1-enyl)-3-piperazin-1-yl-pyridine-2-carbonitrile